8a-methyl-N-(8-methylisoquinolin-1-yl)-3-oxo-N-((R)-piperidin-3-yl)tetrahydro-3H-oxazolo[3,4-a]pyrazine-7(1H)-carboxamide CC12N(CCN(C1)C(=O)N([C@H]1CNCCC1)C1=NC=CC3=CC=CC(=C13)C)C(OC2)=O